C(=C)(C)C1CCC(=CC1)C (1R)-6-isopropenyl-3-methyl-cyclohex-2-en